6-((1H-indazol-4-yl)methyl)-2-(4-hydroxybenzyl)-4-methyl-4H-thiazolo[5',4':4,5]pyrrolo[2,3-d]pyridazin-5(6H)-one N1N=CC2=C(C=CC=C12)CN1N=CC2=C(C1=O)N(C1=C2SC(=N1)CC1=CC=C(C=C1)O)C